15-bromopentadecene BrCCCCCCCCCCCCCC=C